ClC1=NC(=CC(=C1)C1(CC(C1)C)C=1N(C(=NN1)S)C)C 5-(1-(2-chloro-6-methylpyridin-4-yl)-3-methylcyclobutyl)-4-methyl-4H-1,2,4-triazole-3-thiol